CC=1NC2=CC=CC=C2C1C=O 2-methylindole-3-aldehyde